2,6-dimethylbenzoyl-diphenyl-phosphine oxide CC1=C(C(=O)P(C2=CC=CC=C2)(C2=CC=CC=C2)=O)C(=CC=C1)C